ethyl 2-(2-bromo-4-oxo-5-((2-(trimethylsilyl)ethoxy) methyl)-4,5-dihydro-1H-pyrrolo[2,3-d]pyridazin-1-yl)acetate BrC1=CC2=C(C=NN(C2=O)COCC[Si](C)(C)C)N1CC(=O)OCC